COC1=CC=C(C=C1)C(C(NC1=CC=C(C=C1)[Si](C)(C)C)=O)NC(=O)C1CC(CC1)=O N-(1-(4-methoxyphenyl)-2-oxo-2-((4-(trimethylsilyl)phenyl)amino)ethyl)-3-oxocyclopentane-carboxamide